(6R)-6-{[10-chloro-2-(4-methoxyphenyl)[1,2,4]triazolo[1,5-c]quinazolin-5-yl]amino}-1,4-diazepin-5-one ClC=1C=2C=3N(C(=NC2C=CC1)NC=1C(N=CC=NC1)=O)N=C(N3)C3=CC=C(C=C3)OC